trans-3-(5-fluoroindazol-1-yl)cyclobutanecarboxylic acid FC=1C=C2C=NN(C2=CC1)[C@@H]1C[C@H](C1)C(=O)O